5-chloro-6-(2-fluoro-6-methoxyphenyl)pyridin-2-amine ClC=1C=CC(=NC1C1=C(C=CC=C1OC)F)N